(S)-5-{4-[4-(3,5-dimethylpyridin-2-yl)piperazine-1-carbonyl]-2-fluorophenyl}-5-methylimidazolidine-2,4-dione CC=1C(=NC=C(C1)C)N1CCN(CC1)C(=O)C1=CC(=C(C=C1)[C@]1(C(NC(N1)=O)=O)C)F